FC(CNN)(F)F 2-trifluoroethylhydrazine